ClC=1C=C(C=CC1F)NC(N([C@H](C)C1=CNC(C2=CC=CC=C12)=O)CC1CCN(CC1)S(=O)(=O)C)=O |r| Racemic-3-(3-chloro-4-fluorophenyl)-1-((1-(methylsulfonyl)piperidin-4-yl)methyl)-1-(1-(1-oxo-1,2-dihydroisoquinolin-4-yl)ethyl)urea